bis(2-methyl-3-acetyl-4-oxo-pentanoic acid) 1,4-butanediate C(CCC(=O)O)(=O)O.CC(C(=O)O)C(C(C)=O)C(C)=O.CC(C(=O)O)C(C(C)=O)C(C)=O